BrC=1C(=C(SC1)F)Cl 4-bromo-3-chloro-2-fluoro-thiophene